4,7-bis(5-bromothiophen-2-yl)-2-(2-butyloctyl)-5,6-difluoro-2H-benzo[d][1,2,3]triazole BrC1=CC=C(S1)C1=C(C(=C(C2=NN(N=C21)CC(CCCCCC)CCCC)C=2SC(=CC2)Br)F)F